[Si](C)(C)(C(C)(C)C)O[C@@H](CN1C(C2=CC=CC=C2C1=O)=O)CNC(C(C)(C)C)C 2-[(2R)-2-[tert-butyl(dimethyl)silyl]oxy-3-(1,2,2-trimethylpropylamino)propyl]isoindoline-1,3-dione